1-(6-vinylpyridin-3-yl)ethan-1-one C(=C)C1=CC=C(C=N1)C(C)=O